CN(S(=O)(=O)C1=C(C(=O)NC2=CC=C(C(=O)OC)C=C2)C=CC=C1)C1=CC=CC=C1 methyl 4-(2-(N-methyl-N-phenylsulfamoyl)benzamido)benzoate